tert-butyl 3-(7-(2,3-dichloro-6-methoxyphenyl)imidazo[1,2-a]pyridine-2-carbonyl)-3,6-diazabicyclo[3.1.1]heptane-6-carboxylate ClC1=C(C(=CC=C1Cl)OC)C1=CC=2N(C=C1)C=C(N2)C(=O)N2CC1N(C(C2)C1)C(=O)OC(C)(C)C